tert-butyl 2-chloro-2-methylpropionate ClC(C(=O)OC(C)(C)C)(C)C